C(C)OC(C[C@@H](C1=CC(=CC=C1)OC1=CC=CC=C1)N([C@H](C)C1=CC=CC=C1)CC1=CC=CC=C1)=O.C1(=CC=CC2=CC=CC=C12)[Si](COCCC)(COCCC)C1=CC=CC2=CC=CC=C12 dinaphthyl-bis(propoxymethyl)silane ethyl-(S)-3-(benzyl((R)-1-phenylethyl)amino)-3-(3-phenoxyphenyl)propanoate